4-((S)-((4S)-2-(methoxycarbonylamino)-3-phenylpropanamido)-2-(2-ethylthiazol-4-yl)ethyl)phenylsulfamic acid ammonium salt [NH4+].COC(=O)NC(C(=O)N[C@@H](CC1=CC=C(C=C1)NS([O-])(=O)=O)C=1N=C(SC1)CC)CC1=CC=CC=C1